3-Bromopyrazolo[1,5-c]pyrimidine-5-carboxylic acid BrC=1C=NN2C=NC(=CC21)C(=O)O